COC(=O)N1[C@H](CCC2=C3C(=CC=C12)N(C(=N3)CC3=CC(=CC=C3)C)C3CCCCC3)C (1R,3R)-3-((S)-6-(Methoxycarbonyl)-7-methyl-2-(3-methylbenzyl)-6,7,8,9-tetrahydro-3H-imidazo[4,5-f]chinolin-3-yl)cyclohexan